CC1=CC=C(C=N1)CNC1=CC=C2C(=N1)CN(C2=O)CCNC(=O)C2CC2 N-(2-(2-(((6-methylpyridin-3-yl)methyl)amino)-5-oxo-5,7-dihydro-6H-pyrrolo[3,4-b]pyridin-6-yl)ethyl)cyclopropanecarboxamide